C1(CC1)C1=NC=CC=C1C=1C=C2C(=CN1)N(C=C2C(C2=CC=C(C=C2)C=2N(C=C(N2)C(F)(F)F)C)O)C(=O)OC(C)(C)C tert-butyl 5-(2-cyclopropylpyridin-3-yl)-3-[hydroxy([4-[1-methyl-4-(trifluoromethyl)imidazol-2-yl]phenyl])methyl]pyrrolo[2,3-c]pyridine-1-carboxylate